S(=O)(=O)(C1=CC=C(C=C1)OC1=CC=C(N)C=C1)C1=CC=C(C=C1)OC1=CC=C(N)C=C1 4,4'-sulfonylbis[(4,1-phenylene)oxy]dianiline